ClC1=NC=C(C(=N1)O[C@H]1[C@@H]2[C@H](OC1)[C@@H](CO2)OC)Cl 2,5-Dichloro-4-(((3R,3aR,6R,6aR)-6-methoxyhexahydrofuro[3,2-b]furan-3-yl)oxy)pyrimidine